C(#N)C1=CC=C(C=C1)NC(=O)NC(CC(=O)O)C1=CC2=CC=CC=C2C=C1 3-{[(4-cyanophenyl)carbamoyl]amino}-3-(naphthalen-2-yl)propanoic acid